C(C)OC(CN(CC(NCCNC1=CC=NC2=CC(=CC=C12)Cl)=O)CCCNC(C(=O)OCC)C(=O)OCC)=O [3-(Bis-ethoxycarbonylmethyl-amino)-propyl{[2-(7-chloro-quinolin-4-ylamino)-ethylcarbamoyl]-methyl}-amino]-acetic acid ethyl ester